C(C)C=1C(=NC=C(N1)I)N 3-Ethyl-5-iodopyrazin-2-amine